CC=1C(=NC(=NC1)NC=1C=NN(C1)C1CC(N(CC1)C)=O)C1=CC=C(C(=O)O)C=C1 4-(5-Methyl-2-((1-(1-methyl-2-oxopiperidin-4-yl)-1H-pyrazol-4-yl)amino)pyrimidin-4-yl)benzoic Acid